(2,6-dibromopyridin-4-yl)-4-methylpiperidin-4-ol BrC1=NC(=CC(=C1)N1CCC(CC1)(O)C)Br